Cl.COC=1C=NNC1 4-methoxy-1H-pyrazole, hydrochloride salt